O=C1NC(CCC1N1C(C2=CC=C(C=C2C1)CNC(C(C1=CC=C(C=C1)C1(CC1)C(F)(F)F)=O)=O)=O)=O N-((2-(2,6-dioxopiperidin-3-yl)-1-oxoisoindolin-5-yl)methyl)-2-oxo-2-(4-(1-(trifluoromethyl)cyclopropyl)-phenyl)acetamide